The molecule is a polysaccharide that is alpha-D-Glcp-(1->3)-alpha-D-Manp-(1->2)-alpha-D-Manp-(1->2)-alpha-D-Manp-(1->3)-beta-D-Manp-(1->4)-beta-D-GlcpNAc-(1->4)-beta-D-GlcpNAc-(1->4) in which the mannopyranosyl group attached by a (1->4)-linkage to the 2-acetamidoglucopyranosyl group is substituted at position 6 by an alpha-D-Manp group, which in turn is substituted at positions 3 and 6 by 2-O-alpha-D-Manp-alpha-D-Manp groups. CC(=O)N[C@@H]1[C@H]([C@@H]([C@H](O[C@@H]1O)CO)O[C@H]2[C@@H]([C@H]([C@@H]([C@H](O2)CO)O[C@H]3[C@H]([C@H]([C@@H]([C@H](O3)CO[C@@H]4[C@H]([C@H]([C@@H]([C@H](O4)CO[C@@H]5[C@H]([C@H]([C@@H]([C@H](O5)CO)O)O)O[C@@H]6[C@H]([C@H]([C@@H]([C@H](O6)CO)O)O)O)O)O[C@@H]7[C@H]([C@H]([C@@H]([C@H](O7)CO)O)O)O[C@@H]8[C@H]([C@H]([C@@H]([C@H](O8)CO)O)O)O)O)O)O[C@@H]9[C@H]([C@H]([C@@H]([C@H](O9)CO)O)O)O[C@@H]1[C@H]([C@H]([C@@H]([C@H](O1)CO)O)O)O[C@@H]1[C@H]([C@H]([C@@H]([C@H](O1)CO)O)O[C@@H]1[C@@H]([C@H]([C@@H]([C@H](O1)CO)O)O)O)O)O)O)NC(=O)C)O